C(C)(=O)OC[C@@H]1CC[C@H](CC1)N (trans-4-aminocyclohexyl)methyl acetate